O(C#N)C1=C(C=C(C=C1)C(C)(C)C1=CC(=C(C=C1)OC#N)C)C bis(4-cyanato-3-methylphenyl)propane